3-amino-2-{3-[(dimethylamino)methyl]phenyl}-N-[3-(1H-pyrazol-4-yl)-1H-indol-7-yl]propionamide NCC(C(=O)NC=1C=CC=C2C(=CNC12)C=1C=NNC1)C1=CC(=CC=C1)CN(C)C